CN([C@@H]1CN(CCOC1)C=1C=CC(=NC1)NC=1C=CC(=C2CNC(C12)=O)C1=CN=C2N1C=CC(=C2)F)C (R)-7-((5-(6-(dimethylamino)-1,4-oxazepan-4-yl)pyridin-2-yl)amino)-4-(7-fluoroimidazo[1,2-a]pyridin-3-yl)isoindolin-1-one